cis-N1,N1-dimethyl-N3-(5-(2-methyl-1-(tetrahydro-2H-pyran-4-yl)-1H-imidazo[4,5-b]pyridin-6-yl)pyrrolo[2,1-f][1,2,4]triazin-2-yl)cyclobutane-1,3-diamine CN([C@@H]1C[C@@H](C1)NC1=NN2C(C=N1)=C(C=C2)C=2C=C1C(=NC2)N=C(N1C1CCOCC1)C)C